6-(6-(Trifluoromethyl)pyridin-3-yl)quinolin FC(C1=CC=C(C=N1)C=1C=C2C=CC=NC2=CC1)(F)F